6-(2-allyl-6-((3-fluoro-4-(4-methylpiperazin-1-yl)phenyl)amino)-3-oxo-2,3-dihydro-1H-pyrazolo[3,4-d]pyrimidin-1-yl)pyridin-2-sulfonamide C(C=C)N1N(C2=NC(=NC=C2C1=O)NC1=CC(=C(C=C1)N1CCN(CC1)C)F)C1=CC=CC(=N1)S(=O)(=O)N